C(C)(C)(C)OC(=O)N1[C@@H](C[C@H](CC1)N1N=CC=2C(=NC=3C(=C(C(=CC3C21)Cl)C2=NC=CC1=CC=CC(=C21)C#N)F)SC)CCO (2s,4s)-4-(8-chloro-7-(8-cyanoisoquinolin-1-yl)-6-fluoro-4-(methylsulfanyl)-1H-pyrazolo[4,3-c]quinolin-1-yl)-2-(2-hydroxyethyl)piperidine-1-carboxylic acid tert-butyl ester